potassium titanium oxide bisoxalate C(C(=O)[O-])(=O)[O-].C(C(=O)O)(=O)[O-].[O-2].[Ti+4].[K+]